NC1=C2C(=NC=N1)N(N=C2C2=CC=C(C=C2)OC2=CC=CC=C2)C2CN(CCC2)C(CCC(=O)NC2=C(C=CC=C2)N)=O 4-(3-(4-amino-3-(4-phenoxyphenyl)-1H-pyrazolo[3,4-d]pyrimidin-1-yl)piperidin-1-yl)-N-(2-aminophenyl)-4-oxobutanamide